C(C1=CC=CC=C1)N(CCNC(OC(C)(C)C)=O)CCC(=O)C=1SC=C(N1)Br tert-butyl (2-(benzyl(3-(4-bromothiazol-2-yl)-3-oxopropyl)amino)ethyl)-carbamate